C(C)(C)(C)S(=O)N (-)-tertiary butyl-sulfinamide